2-methyl-2-(4-methylpent-3-en-1-yl)-7-pentyl-2H-chromen-5-yl-4-methylpiperazine-1-carboxylate CC1(OC2=CC(=CC(=C2C=C1)OC(=O)N1CCN(CC1)C)CCCCC)CCC=C(C)C